4-(3-amino-4-(dimethylamino)phenyl)-phthalazin-1(2H)-one NC=1C=C(C=CC1N(C)C)C1=NNC(C2=CC=CC=C12)=O